tert-butyl ((7-(4-(dimethylcarbamoyl)piperazin-1-yl)-3-(4,4,5,5-tetramethyl-1,3,2-dioxaborolan-2-yl)pyrazolo[1,5-a]pyridin-5-yl)sulfonyl)(1-methylcyclopropyl)carbamate CN(C(=O)N1CCN(CC1)C1=CC(=CC=2N1N=CC2B2OC(C(O2)(C)C)(C)C)S(=O)(=O)N(C(OC(C)(C)C)=O)C2(CC2)C)C